4-Amino-1-[4-[4-[6-chloro-4-(trifluoromethyl)-2-pyridyl]piperazin-1-yl]sulfonylphenyl]-3,3-dimethyl-pyrrolidin-2-one NC1C(C(N(C1)C1=CC=C(C=C1)S(=O)(=O)N1CCN(CC1)C1=NC(=CC(=C1)C(F)(F)F)Cl)=O)(C)C